2,4,6-trihydroxy-mesitylene OC1=C(C(=C(C(=C1C)O)C)O)C